5-chloro-6-fluoropyridin ClC=1C=CC=NC1F